{2-[2-(2-Aminoethoxy)ethoxy]ethoxy}acetic acid NCCOCCOCCOCC(=O)O